ClC1=NC=C(C(=C1)C1=C(C=NC(=C1)C)C(=O)OC)C=C methyl 2'-chloro-6-methyl-5'-vinyl-(4,4'-bipyridine)-3-carboxylate